4-bromo-1-ethyl-5-methyl-indolin-2-one BrC1=C2CC(N(C2=CC=C1C)CC)=O